NC1(CCN(CC1)C1=NC=2C(=NC=C(N2)NC2=C(C(=CC=C2)Cl)Cl)N1)C 2-(4-amino-4-methylpiperidin-1-yl)-N-(2,3-dichlorophenyl)-1H-imidazo[4,5-b]pyrazin-5-amine